(S or R)-N-(1H-indol-3-yl)-4-(trifluoromethyl)benzenesulfonamide N1C=C(C2=CC=CC=C12)NS(=O)(=O)C1=CC=C(C=C1)C(F)(F)F